azetidine-2,2-diyldimethanol hydrochloride Cl.N1C(CC1)(CO)CO